1-[2-(aminooxy)ethyl]-uracil NOCCN1C(=O)NC(=O)C=C1